C1(CC1)N1CCN(C2=CC=CC=C12)C(=O)C=1C=NC=CC1OC1=CC(=C(CN2CCC3(CN(C(C3=O)=O)C3=CC=C(C(=O)O)C=C3)CC2)C=C1OCC)OCC 4-(8-(4-((3-(4-Cyclopropyl-1,2,3,4-tetrahydroquinoxaline-1-carbonyl)pyridin-4-yl)oxy)-2,5-diethoxybenzyl)-2-oxo-1-oxo-3,8-diazaspiro[4.5]dec-3-yl)benzoic acid